C(C)(C)(C)OC(=O)N1CCC(=CC1)B1OC(C(O1)(C)C)(C)C 4-(tetramethyl-1,3,2-dioxaborolan-2-yl)-1,2,3,6-tetrahydropyridine-1-carboxylic acid tert-butyl ester